1,1-bis(T-amylperoxy)cyclohexane C(C)(C)(CC)OOC1(CCCCC1)OOC(C)(C)CC